CS(=O)(=O)OCCCC butyl methanesulfonate